(S)-N-((R)-4,4-difluoro-1-(2-fluoro-2-methylpropyl)pyrrolidin-3-yl)-4-(5-(5-fluoro-2-methoxypyridin-4-yl)-1H-pyrazole-3-carbonyl)-4-azaspiro[2.5]octane-7-carboxamide FC1([C@@H](CN(C1)CC(C)(C)F)NC(=O)[C@H]1CCN(C2(CC2)C1)C(=O)C1=NNC(=C1)C1=CC(=NC=C1F)OC)F